Benzyl-ammonium bromide [Br-].C(C1=CC=CC=C1)[NH3+]